BrC=1C=NN(C1)S(=O)(=O)N1CC(C1)CO [1-(4-bromopyrazol-1-yl)sulfonylazetidin-3-yl]methanol